1,3-Diethylbenzol C(C)C1=CC(=CC=C1)CC